ferrocenyl-methyl-dodecyl-dimethyl-ammonium bromide [Br-].[C-]1(C=CC=C1)C[N+](C)(CCCCCCCCCCCC)C.[CH-]1C=CC=C1.[Fe+2]